3-(1-((tert-Butoxycarbonyl)(2-methoxy-2-oxoethyl)amino)cyclopropyl)propanoic acid methyl ester COC(CCC1(CC1)N(CC(=O)OC)C(=O)OC(C)(C)C)=O